cis-2-[4-[(3,3-dimethylmorpholin-4-yl)methyl]phenyl]-1-(2-fluoro-6-methyl-benzoyl)-N-[4-methyl-3-(trifluoromethyl)phenyl]-3,4,4a,5,7,7a-hexahydro-2H-furo[3,4-b]pyridine-3-carboxamide CC1(N(CCOC1)CC1=CC=C(C=C1)C1C(CC2C(N1C(C1=C(C=CC=C1C)F)=O)COC2)C(=O)NC2=CC(=C(C=C2)C)C(F)(F)F)C